2-(di-((2-ethylhexyl)oxy)phosphono)-2-hydroxybutyric acid C(C)C(COOP(=O)(OOCC(CCCC)CC)OC(C(=O)O)CC)CCCC